C[C@H]1CN(CCO1)C=1N=C(C2=C(N1)C(N(C2)C(C)C)=O)NC2=CC=C(C=C2)C(C)C 2-[(2S)-2-methylmorpholin-4-yl]-6-(propan-2-yl)-4-{[4-(propan-2-yl)phenyl]amino}-5,6-dihydro-7H-pyrrolo[3,4-d]pyrimidin-7-one